CC(CO)CCCCCCCCCC 2-methyldodecanol